NC1CN(CC12COCCC2)C2=NC=1CCC(CC1C(=C2)F)NC(=O)C2=CC1=C(N=N2)N(C=C1Cl)CC N-(2-{4-amino-7-oxa-2-azaspiro[4.5]decan-2-yl}-4-fluoro-5,6,7,8-tetrahydroquinolin-6-yl)-5-chloro-7-ethyl-7H-pyrrolo[2,3-c]pyridazine-3-carboxamide